CC(=O)N[C@@H]1[C@H]([C@@H]([C@H](O[C@H]1O[C@@H]2[C@H]([C@H](O[C@@H]([C@@H]2O)CO)O)NC(=O)C)CO)O[C@H]3[C@@H]([C@H]([C@H]([C@H](O3)CO)O)O[C@H]4[C@@H]([C@H]([C@@H]([C@H](O4)CO)O[C@H]5[C@@H]([C@H]([C@H]([C@H](O5)CO)O)O)O)O)NC(=O)C)O)O The molecule is a linear amino pentasaccharide comprising a (1->4), (1->3), (1->4), (1->3) sequence of beta-D-galactose, N-acetyl-beta-D-glucosamine, beta-D-galactose, N-acetyl-beta-D-glucosamine and (at the reducing end) N-acetyl-alpha-D-galactosamine. It is an amino pentasaccharide, a glucosamine oligosaccharide and a galactosamine oligosaccharide.